O=C(C(=O)[O-])C(C)C ketoisovalerate